1,3-bis(2,4,4-trimethylpentan-2-yl)benzimidazolidin-2-ylidenegold(I) chloride CC(C)(CC(C)(C)C)N1C(N(C2=C1C=CC=C2)C(C)(CC(C)(C)C)C)=[Au-2]Cl